CC(O)(C1=CC=CC=C1)C DimethylbenzeneMethanol